C(C)(C)(C)OC(=O)N1[C@@H](CC(C1)COC)CO (2S)-2-(hydroxymethyl)-4-(methoxymethyl)pyrrolidine-1-carboxylic acid tert-butyl ester